C(C)OC(=O)[C@H]1[C@@H]2C3CCC3[C@H]([C@@H]1NC1=NC(=NN3C1=CC=C3COC)Cl)CC2 (1R,6S,7S,8S)-8-((2-chloro-7-(methoxymethyl)pyrrolo[2,1-f][1,2,4]triazin-4-yl)amino)tricyclo[4.2.2.02,5]decane-7-carboxylic acid ethyl ester